NC1=CC(=NN1CC(=O)N(CC1N(CC2=CC=CC=C2C1)C)C)C 2-(5-amino-3-methyl-1H-pyrazol-1-yl)-N-methyl-N-((2-methyl-1,2,3,4-tetrahydroisoquinolin-3-yl)methyl)acetamide